N-[4-[(2-amino-3-nitro-4-pyridyl)oxy]-3-(trifluoromethoxy)phenyl]carbamic acid tert-butyl ester C(C)(C)(C)OC(NC1=CC(=C(C=C1)OC1=C(C(=NC=C1)N)[N+](=O)[O-])OC(F)(F)F)=O